(+)-6-(4-chlorophenyl)-N-(1,4-dihydroxybutan-2-yl)-2-(3-fluorophenyl)-3-oxo-2,3-dihydropyridazine-4-carboxamide ClC1=CC=C(C=C1)C=1C=C(C(N(N1)C1=CC(=CC=C1)F)=O)C(=O)NC(CO)CCO